[K].[Cl-].[NH4+] Ammonium Chloride Potassium